ClC1=C2C(=NC(=N1)Cl)N(N=C2)C2CCC(CC2)(F)F 4,6-dichloro-1-(4,4-difluorocyclohexyl)-1H-pyrazolo[3,4-d]pyrimidine